dimethyl-(amino)pyridine CC1=C(C(=NC=C1)N)C